FC1=C(C=CC(=C1F)OCCCCC)B(O)O 2,3-DIFLUORO-4-PENTYLOXYPHENYLBORONIC ACID